11,17-Dihydroxy-17-(2-hydroxyacetyl)-10,13-dimethyl-6,7,8,9,10,11,12,13,14,15,16,17-dodecahydrocyclopenta[a]phenanthren-3-one OC1CC2(C(CCC2C2CCC3=CC(C=CC3(C12)C)=O)(C(CO)=O)O)C